[K+].NP([O-])=O aminophosphinate potassium salt